C1(=CC=CC=C1)P(OC1=C(C(=CC(=C1)CCCCC)O)C1=CC(=CC=C1)C)(OC)=O 6-hydroxy-3'-methyl-4-pentyl-[1,1'-biphenyl]-2-yl methyl phenylphosphonate